C(OC[C@H]1[C@H](CCCC1)OP(=O)(OC(C)(C)C)OC(C)(C)C)([O-])=O (((1S,2S)-2-((di-tert-butoxyphosphoryl)oxy)cyclohexyl)methyl) carbonate